2-chloro-7-methyl-N-(1-(methylsulfonyl)indol-7-yl)-7H-purin-6-amine ClC1=NC(=C2N(C=NC2=N1)C)NC=1C=CC=C2C=CN(C12)S(=O)(=O)C